4-(methylamino)-1-phenyl-7-(trifluoromethyl)-1,8-naphthyridin-2(1H)-one CNC1=CC(N(C2=NC(=CC=C12)C(F)(F)F)C1=CC=CC=C1)=O